C(C)OC(=O)C=1C(N(C2=C(C=C(C=C2C1O)[N+](=O)[O-])F)C)=O ethyl-8-fluoro-4-hydroxy-1-methyl-6-nitro-2-oxo-1,2-dihydroquinoline-3-carboxylate